4-(pyridin-4-yl)-4,5-dihydro-1H-pyrazole-5-carboxamide N1=CC=C(C=C1)C1C=NNC1C(=O)N